N-(2-((3S,4R)-4-Fluoro-3-((5-(trifluoromethyl)pyrimidin-2-yl)amino)piperidin-1-yl)-1,6-dimethyl-1H-benzo[d]imidazol-5-yl)acrylamide F[C@H]1[C@H](CN(CC1)C1=NC2=C(N1C)C=C(C(=C2)NC(C=C)=O)C)NC2=NC=C(C=N2)C(F)(F)F